C(C=C)(=O)OCC=C(CCCC(C)(C)OC(C=C)=O)C 3,7-dimethyloct-2-ene-1,7-diyl diacrylate